C1(=CC=CC=C1)OC([C@@H](O)C)=O.NCC1OCC(NC1)=O 6-(aminomethyl)morpholin-3-one (S)-phenyllactate